(4S)-N,N-dibenzyl-8-bromo-2',4'-dichloro-4-methyl-3'-(trimethylsilyl)-3,4,5',8'-tetrahydro-2H-spiro[naphthalene-1,7'-pyrano[4,3-b]pyridin]-7-amine C(C1=CC=CC=C1)N(C1=CC=C2[C@H](CCC3(CC4=NC(=C(C(=C4CO3)Cl)[Si](C)(C)C)Cl)C2=C1Br)C)CC1=CC=CC=C1